NC1=NC=2C=C(C(=CC2C2=C1COC2)C(=O)N2C(COCC2)C=2C=CC1=C(CC3(CCN(CC3)C)O1)C2)F (4-amino-7-fluoro-1,3-dihydrofuro[3,4-c]quinolin-8-yl)(3-(1'-methyl-3H-spiro[benzofuran-2,4'-piperidin]-5-yl)morpholino)methanone